(S)-1-(2,2-difluoroethyl)-3-(1-(6-ethoxy-5-methoxypyridin-2-yl)-2-(methylsulfonyl)ethyl)-7-methyl-6-(o-methylphenyl)-1H-imidazo[4,5-b]pyridin-2(3H)-one FC(CN1C(N(C2=NC=C(C(=C21)C)C2=C(C=CC=C2)C)[C@H](CS(=O)(=O)C)C2=NC(=C(C=C2)OC)OCC)=O)F